C(C)C1COC=2C(O1)=CSC2 2-ethyl-2,3-dihydrothieno[3,4-b]-1,4-dioxin